CC1C(CC(C(C1)C)C)=O 2,4,5-trimethylcyclohexanone